CC(CC(CC(C)=O)=O)=O 2,4,6-heptanetrione